FC1=CC=CC=2C=3N(C(=NC12)N)C=C(N3)CN3CC1=CC=C(C=C1C3)F 7-fluoro-2-((5-fluoroisoindolin-2-yl)methyl)imidazo[1,2-c]quinazolin-5-amine